C1[C@@H](CCO)O1 R-(+)-1,2-epoxy-butan-4-ol